COC1=C(C=C(C=C1)CCO)C 2-(4-Methoxy-3-methylphenyl)ethan-1-ol